OCC1CN(C1)C1=C2C(=NC=C1)N(N=C2CNC(OC(C)(C)C)=O)C2=CC=C(C=C2)OC(F)(F)F tert-butyl ((4-(3-(hydroxymethyl)azetidin-1-yl)-1-(4-(trifluoromethoxy)phenyl)-1H-pyrazolo[3,4-b]pyridin-3-yl)methyl)carbamate